bis-[2-(m-methoxyphenylsulphonyloxy)phenyl]urea COC=1C=C(C=CC1)S(=O)(=O)OC1=C(C=CC=C1)NC(NC1=C(C=CC=C1)OS(=O)(=O)C1=CC(=CC=C1)OC)=O